5-methyltetrahydrofolic acid CN1C=2C(NC(=NC2NCC1CNC1=CC=C(C(N[C@@H](CCC(=O)O)C(=O)O)=O)C=C1)N)=O